(1R,3R)-1-[2,5-difluoro-4-[1-(3-fluoropropyl)azetidin-3-yl]oxy-phenyl]-2-(2-fluoro-2-methyl-propyl)-3-methyl-1,3,4,9-tetrahydropyrido[3,4-b]indole FC1=C(C=C(C(=C1)OC1CN(C1)CCCF)F)[C@H]1N([C@@H](CC2=C1NC1=CC=CC=C21)C)CC(C)(C)F